BrC1=C(C#N)C=CC=C1C1=NC2=C(N1[C@@H]1CC[C@H](CC1)OC)C=CC(=C2)C=2C(=NOC2C)C 2-bromo-3-(5-(3,5-dimethylisoxazol-4-yl)-1-((trans)-4-methoxycyclohexyl)-1H-benzo[d]imidazol-2-yl)benzonitrile